N-(3-(methylsulfonamido)phenyl)-3-(1H-tetrazol-1-yl)benzamide CS(=O)(=O)NC=1C=C(C=CC1)NC(C1=CC(=CC=C1)N1N=NN=C1)=O